NC12CC(C(CC1)(CC2)NC(COC2=CC(=C(C=C2)Cl)F)=O)=O N-(4-amino-oxobicyclo[2.2.2]octan-1-yl)-2-(4-chloro-3-fluorophenoxy)acetamide